CC(C)CCC[C@@H](C)[C@H]1CC[C@H]2[C@@H]3CCC4CC(CC[C@]4(C)[C@H]3CC[C@]12C)C=1C(=C(C=CC1N)OC1=C(C(=C(C=C1)N)C1CC2CC[C@H]3[C@@H]4CC[C@H]([C@@H](CCCC(C)C)C)[C@]4(CC[C@@H]3[C@]2(CC1)C)C)N)N 5ξ-cholestan-3-yl-2,4-diaminophenyl ether